N-(3-bromo-2-chlorophenyl)-7-((1S,3S)-3-hydroxycyclobutyl)-5,6,7,8-tetrahydro-2,7-naphthyridine-3-carboxamide BrC=1C(=C(C=CC1)NC(=O)C=1N=CC=2CN(CCC2C1)C1CC(C1)O)Cl